COC1=NC=NC2=CC=C(C=C12)C=1C=CN2N=C(N=CC21)N[C@@H]2CC[C@@H](CC2)N2CCOCC2 5-(4-methoxyquinazolin-6-yl)-N-(cis-4-morpholinocyclohexyl)pyrrolo[2,1-f][1,2,4]triazin-2-amine